C1(CCCCC1)CNCC=1C=C(C=CC1)C1=CC=C(C=C1)C=1C=C(C2=C(NC(=N2)C)C1)C(=O)O 6-(3'-(((cyclohexylmethyl)amino)methyl)-[1,1'-biphenyl]-4-yl)-2-methyl-1H-benzo[d]imidazole-4-carboxylic acid